N(=C=S)C1=CC(=NC(=C1)C(F)(F)F)N(C)C 4-isothiocyanato-N,N-dimethyl-6-(trifluoromethyl)pyridin-2-amine